2'-(quinolin-3-yl)-5',6'-dihydrospiro[azetidine-3,4'-pyrrolo[1,2-b]pyrazole] trifluoroacetate FC(C(=O)O)(F)F.N1=CC(=CC2=CC=CC=C12)C=1C=C2N(N1)CCC21CNC1